(2,4-di-tert-butyl phenyl)-4,4'-biphenyl-diphosphonite C(C)(C)(C)C1=C(C=CC(=C1)C(C)(C)C)OP([O-])C1=CC=C(C=C1)C1=CC=C(C=C1)P([O-])[O-]